(3R,5R)-1-(2-(6-chloro-4-methylpyridazin-3-yloxy)-4-(4-fluorophenyl)cyclopentyl)-5-fluoropiperidin-3-ylcarbamic acid tert-butyl ester C(C)(C)(C)OC(N[C@H]1CN(C[C@@H](C1)F)C1C(CC(C1)C1=CC=C(C=C1)F)OC=1N=NC(=CC1C)Cl)=O